6-[[4,5-bis(ethoxycarbonyl)imidazol-1-yl]methyl]-5-bromo-2-(3,4-dichlorophenyl)-1-ethyl-4-oxo-pyridine-3-carboxylic acid C(C)OC(=O)C=1N=CN(C1C(=O)OCC)CC1=C(C(C(=C(N1CC)C1=CC(=C(C=C1)Cl)Cl)C(=O)O)=O)Br